(3,3-difluorocyclobutyl)methanone FC1(CC(C1)C=O)F